1,5-dioxahexadec-14-en-3-one OCC(COCCCCCCCCC=CC)=O